[N+](=O)([O-])C1=C(NC[C@@H]2OCC2)C=C(C=C1)C1=NN=NN1COCC[Si](C)(C)C 2-nitro-N-[[(2R)-oxetan-2-yl]methyl]-5-[1-(2-trimethylsilylethoxymethyl)tetrazol-5-yl]aniline